3-(2,6-difluoro-3,5-dimethoxyphenyl)-7-(1,3-dimethyl-1H-pyrazol-4-yl)-1-(pyridin-2-yl)-3,4-dihydropyrido[4,3-d]pyrimidin-2(1H)-one FC1=C(C(=C(C=C1OC)OC)F)N1C(N(C2=C(C1)C=NC(=C2)C=2C(=NN(C2)C)C)C2=NC=CC=C2)=O